ClC=1C(=C(C=CC1OC(F)F)NC=1C2=C(N=CN1)C=NC(=C2)N2CCNC1(CC1)C2)F N-(3-Chloro-4-(difluoromethoxy)-2-fluorophenyl)-6-(4,7-diazaspiro[2.5]octan-7-yl)pyrido[3,4-d]pyrimidin-4-amine